CN(CCN(C1=C(C=C(C(=C1)OC)NC1=NC=CC(=N1)N1C=CC2=CC(=CC=C12)OCCO)NC(C=C)=O)C)C N-(2-((2-(dimethylamino)ethyl)(methyl)amino)-5-((4-(5-(2-hydroxyethoxy)-1H-indol-1-yl)pyrimidin-2-yl)amino)-4-methoxyphenyl)acrylamide